OC1=CC=C(C(=O)O)C=C1.FC=1C=CC(=NC1)[C@@]1(CCOC2(C1)CCOCC2)CCNC2CC1=CC=CC=C1C2 (R)-N-(2-(4-(5-fluoropyridin-2-yl)-1,9-dioxaspiro[5.5]undecan-4-yl)ethyl)-2,3-dihydro-1H-inden-2-amine p-hydroxybenzoate